FC(C1=CC=C(C=C1)N1C[C@H](NC2=CC=CC=C12)CNC(C=C)=O)(F)F |o1:10| (R)- or (S)-N-((4-(4-(trifluoromethyl)phenyl)-1,2,3,4-tetrahydroquinoxalin-2-yl)methyl)acrylamide